C(#C)C1=C(C(N(C=2N=C(N=CC21)NC2=CC=C(C=C2)N2CCN(CC2)C)CC=2C=NC=CC2)=O)C 5-ethynyl-6-methyl-2-((4-(4-methylpiperazin-1-yl)phenyl)amino)-8-(pyridin-3-ylmethyl)pyrido[2,3-d]pyrimidin-7(8H)-one